OP(CC(C)=C)(O)=O dihydroxymethallylphosphine oxide